FC(C(=O)O)(F)F.N1N=CC(=C1)N 1H-pyrazol-4-amine trifluoroacetate